tert-butyl (3-(5-methoxy-1H-benzo[d][1,2,3]triazol-1-yl)phenyl)carbamate COC1=CC2=C(N(N=N2)C=2C=C(C=CC2)NC(OC(C)(C)C)=O)C=C1